2-((2,2-difluoroethoxy)(2-fluoroethoxy)methoxy)-1,1-difluoroethane FC(COC(OCC(F)F)OCCF)F